ethyl (R)-4-((4-(N,N-diethylsulfamoyl)phenyl)sulfonyl)-1-methylpiperazine-2-carboxylate C(C)N(S(=O)(=O)C1=CC=C(C=C1)S(=O)(=O)N1C[C@@H](N(CC1)C)C(=O)OCC)CC